C(C)(C)(C)OC(=O)N1CCN(CC1)CC(=O)NN 4-(2-hydrazino-2-oxo-ethyl)piperazine-1-carboxylic acid tert-butyl ester